(cis)-Benzyl hexahydropyrrolo[3,4-b][1,4]oxazine-4(4aH)-carboxylate hydrochloride Cl.O1[C@@H]2[C@H](N(CC1)C(=O)OCC1=CC=CC=C1)CNC2